n-pentyl-{[3-({5-[3-amino-2,6-dioxo-4-(trifluoromethyl)-3,6-dihydropyrimidin-1(2H)-yl]-2-chloro-4-fluorophenyl} sulfanyl) pyridin-2-yl] oxy} acetate C(C)(=O)OOC1=NC=CC(=C1SC1=C(C=C(C(=C1)N1C(N(C(=CC1=O)C(F)(F)F)N)=O)F)Cl)CCCCC